BrCC=1C=C(C=CC1)CO (3-(bromomethyl)phenyl)methanol